3-{((5-{2'-chloro-5'-methoxy-6-methyl-(4,4'-bipyridine)-3-carboxamido}-1,3,4-thiadiazol-2-yl)oxy)methyl}pyrrolidine-1-carboxylic acid tert-butyl ester C(C)(C)(C)OC(=O)N1CC(CC1)COC=1SC(=NN1)NC(=O)C=1C=NC(=CC1C1=CC(=NC=C1OC)Cl)C